(S)-1-(3-((4-(2-Azido-1-methoxypropan-2-yl)-6-chloro-2,7-naphthyridin-1-yl)oxy)azetidin-1-yl)ethan-1-one N(=[N+]=[N-])[C@@](COC)(C)C1=CN=C(C2=CN=C(C=C12)Cl)OC1CN(C1)C(C)=O